1,2,4,5-tetra-aminobenzene NC1=C(C=C(C(=C1)N)N)N